CN1CC(C(=O)N)=CC=C1 N1-methylnicotinamide